Tert-butyl 3-oxo-4-pent-4-ynyl-piperazine-1-carboxylate O=C1CN(CCN1CCCC#C)C(=O)OC(C)(C)C